2,2-difluoro-2-(4-cyanophenyl)acetic acid FC(C(=O)O)(C1=CC=C(C=C1)C#N)F